ClC1=C(C(=CC=C1)F)N1CN(C2=CC(=C(C=C2C1=O)F)N1N=C(N(C1=O)CC)CO)C1CCC1 3-(2-Chloro-6-fluorophenyl)-1-cyclobutyl-7-(4-ethyl-3-(hydroxymethyl)-5-oxo-4,5-dihydro-1H-1,2,4-triazol-1-yl)-6-fluoro-2,3-dihydroquinazolin-4(1H)-one